2',7-dimethyl-1-(6-(piperazin-1-yl)pyridin-3-yl)-1H,2'H-3,4'-biindazole CN1N=C2C=CC=C(C2=C1)C1=NN(C2=C(C=CC=C12)C)C=1C=NC(=CC1)N1CCNCC1